O1C(=C(C=C1)C(=O)[O-])C(=O)[O-].[Mg+2] magnesium furandicarboxylate